OC(C)C1[C@@H]2[C@H](C3[C@@]1(CC[C@@H]1[C@H]4CC[C@](CC4CCC31)(O)C)C)CCC2 (2R,4aS,4bR,6aS,7aS,8aR,8bR,8cR,10aR)-7-(1-hydroxyethyl)-2,6a-dimethyloctadecahydrocyclopenta[4,5]cyclopenta[1,2-a]phenanthrene-2-ol